N1C(CCC1)CNC(O[C@]1(C(C1)C)C1=CC(=C(C=C1)F)C(F)(F)F)=O Methyl-(R)-(1-(4-fluoro-3-(trifluoromethyl)phenyl)cyclopropyl) (pyrrolidin-2-ylmethyl)-Carbamat